4-fluorophenyl-4,6-diphenyl-1,3,5-triazine FC1=CC=C(C=C1)C1=NC(=NC(=N1)C1=CC=CC=C1)C1=CC=CC=C1